C1(=CC=CC=C1)C1=NC=2N(C(=C1)N1C[C@H]([C@@H](C1)O)O)N=CC2 (3R,4R)-1-(5-phenylpyrazolo[1,5-a]pyrimidin-7-yl)pyrrolidine-3,4-diol